Cl.N[C@@H](C)C(=O)OCCN1CCOCC1 2-Morpholinoethyl L-alaninate hydrochloride